tert-butyl N-{2-[2-(naphthalen-1-yl)ethanesulfonamido]ethyl}carbamate C1(=CC=CC2=CC=CC=C12)CCS(=O)(=O)NCCNC(OC(C)(C)C)=O